C1(NCCC12CCNCC2)=O 2,8-diaza-spiro[4.5]decan-1-one